1-(3-chlorophenyl)-N-(5,6-difluoro-1H-indol-3-yl)methanesulfonamide ClC=1C=C(C=CC1)CS(=O)(=O)NC1=CNC2=CC(=C(C=C12)F)F